ClC1=NC(=CC(=N1)N1CC2(C(C2C1)C=O)C(C)C)C(F)(F)F 3-(2-chloro-6-(trifluoromethyl)pyrimidin-4-yl)-1-isopropyl-3-azabicyclo[3.1.0]hexane-6-carbaldehyde